[Li+].C(\C=C\C)(=O)[O-] crotonic acid lithium salt